C(C)(C)N[C@@H]1[C@H](CCCC1)NC=1C=C2CN(C(C2=CC1)=O)C1C(NC(CC1)=O)=O 3-(5-(((1S,2S)-2-(isopropylamino)cyclohexyl)amino)-1-oxoisoindolin-2-yl)piperidine-2,6-dione